BrC1=CC=C2C(N(C(NC2=C1)=O)C(C)C)=O 7-bromo-3-isopropylquinazoline-2,4(1H,3H)-dione